1-(6-(7-(difluoromethyl)-6-(1-methyl-1H-pyrazol-4-yl)-3,4-dihydroquinolin-1(2H)-yl)-4-methoxypyridin-2-yl)-3-methylurea FC(C1=C(C=C2CCCN(C2=C1)C1=CC(=CC(=N1)NC(=O)NC)OC)C=1C=NN(C1)C)F